C(C)(C)(C)C1=CC=CC2=C(C3=CC=CC=C3C(=C12)OC1=CC2=CC=CC=C2C=C1)OC1=CC2=CC=CC=C2C=C1 1-(tert-butyl)-9,10-bis(2-naphthoxy)anthracene